C(C(=O)C(=O)[O-])P(=O)(O)[O-] The molecule is a monocarboxylic acid anion obtained by deprotonation of the carboxy and one of the phosphonate OH groups of 3-phosphonopyruvic acid. It derives from a pyruvate and a phosphonate(1-). It is a conjugate base of a 3-phosphonopyruvic acid. It is a conjugate acid of a 3-phosphonatopyruvate(3-).